CC1=CC2=C(N=C(O2)C2CCNCC2)C=C1 6-methyl-2-piperidin-4-yl-1,3-benzoxazole